chroman-7-yl-[(7S)-3-[3-(difluoromethoxy)-5-fluorophenyl]-2,7-dimethyl-5,7-dihydro-4H-pyrazolo[3,4-c]pyridin-6-yl]methanone O1CCCC2=CC=C(C=C12)C(=O)N1[C@H](C=2C(CC1)=C(N(N2)C)C2=CC(=CC(=C2)F)OC(F)F)C